2-(6-Chloropyridazin-3-yl)-3-methyl-5-(trifluoromethyl)phenol ClC1=CC=C(N=N1)C1=C(C=C(C=C1C)C(F)(F)F)O